O1C=NC(=C1)C(=O)NNC(=O)[C@H]1N2C(N([C@H](CC1)C2)OS(=O)(=O)O)=O.[Na] Sodium (2S,5R)-N'-(1,3-oxazol-4-ylcarbonyl)-7-oxo-6-(sulfooxy)-1,6-diazabicyclo[3.2.1]octane-2-carbohydrazide